N1CCC(CC1)N1C=NC=2C=NC=CC21 1-(piperidin-4-yl)-1H-imidazo[4,5-c]pyridine